2-(4-chlorophenyl)-7,8-dihydrofuro[2,3-D]pyrrolo[1,2-a]pyrimidin-4(6H)-one ClC1=CC=C(C=C1)C1=CC2=C(N=C3N(C2=O)CCC3)O1